CC=1OC2=C(C1C=1C(N(N=C(C1O)C)C)=O)C(=CC=C2)C 4-(2,4-dimethyl-3-benzofuranyl)-5-hydroxy-2,6-dimethyl-3(2H)-pyridazinone